ClC=1C=C(C=CC1C)C1C(N(C(C12CCN(CC2)C([C@@H](C(C)C)NC(C2=C(C=CC(=C2)C(F)(F)F)F)=O)=O)=O)C)=O N-((2R)-1-(4-(3-chloro-4-methylphenyl)-2-methyl-1,3-dioxo-2,8-diazaspiro[4.5]decan-8-yl)-3-methyl-1-oxobutan-2-yl)-2-fluoro-5-(trifluoromethyl)benzamide